1-methyl-4-[4-(4,4,5,5-tetramethyl-1,3,2-dioxaborolan-2-yl)phenyl]Piperidine CN1CCC(CC1)C1=CC=C(C=C1)B1OC(C(O1)(C)C)(C)C